2-((1R,2S)-2-amino-1-fluorocyclohexyl)-N-benzyl-3-bromo-5-chlorothieno[3,2-b]pyridin-7-amine N[C@@H]1[C@@](CCCC1)(F)C1=C(C2=NC(=CC(=C2S1)NCC1=CC=CC=C1)Cl)Br